NC1=C(C(=CC(=C1)Br)I)C=O 2-amino-4-bromo-6-iodobenzene-1-carbaldehyde